4-Boc-6,6-dimethyl-5-oxo-5,6-dihydro-4H-thieno[3,2-b]pyrrole-2-carboxylic acid methyl ester COC(=O)C1=CC=2N(C(C(C2S1)(C)C)=O)C(=O)OC(C)(C)C